3-fluoro-6-methoxy-4-(3-(3-methyloxetan-3-yl)-3H-imidazo[4,5-c]pyridin-2-yl)benzene-1,2-diol FC1=C(C(=C(C=C1C1=NC2=C(C=NC=C2)N1C1(COC1)C)OC)O)O